NC=1C=C(OC2=C3C=CC(=CC3=CC=C2)N(CC)CC)C=CC1 5-(3-aminophenoxy)-N,N-diethylnaphthalen-2-amine